CC1=C(C=C(C=C1)C(C)C)O 2-methyl-5-(1-meth-ylethyl)-phenol